bis((R)-2,5,7,8-Tetramethyl-2-((4R,8R)-4,8,12-trimethyltridecyl)chroman-6-yl) 2-((3-(4-(2-hydroxyethyl)piperazin-1-yl)propanoyl)oxy)malonate OCCN1CCN(CC1)CCC(=O)OC(C(=O)OC=1C(=C2CC[C@](OC2=C(C1C)C)(CCC[C@@H](CCC[C@@H](CCCC(C)C)C)C)C)C)C(=O)OC=1C(=C2CC[C@](OC2=C(C1C)C)(CCC[C@@H](CCC[C@@H](CCCC(C)C)C)C)C)C